ClC=1C=C(C=CC1C(=O)N1CCN(CC1)C(=O)C1CCNCC1)NC(=O)C=1N(C(=CN1)C=1C(=NC(=CC1)OC)C(F)F)C N-[3-chloro-4-[4-(piperidine-4-carbonyl)piperazine-1-carbonyl]phenyl]-5-[2-(difluoromethyl)-6-methoxy-3-pyridyl]-1-methyl-imidazole-2-carboxamide